C(C)OC(=O)C=1C(=NN2C1NC(=CC2=O)C2=CC=C(C=C2)C2CCCCC2)C(=C)CO[Si](C(C)C)(C(C)C)C(C)C 5-(4-Cyclohexylphenyl)-7-oxo-2-(3-((triisopropylsilyl)oxy)prop-1-en-2-yl)-4,7-dihydropyrazolo[1,5-a]pyrimidine-3-carboxylic acid ethyl ester